NC1C(C(C(OC1OC1C(OC(C(C1O)N)OC1C(OC(C(C1O)N)O)CO)CO)CO)O)O 5-amino-6-[5-amino-6-[5-amino-4,6-dihydroxy-2-(hydroxymethyl)oxan-3-yl]oxy-4-hydroxy-2-(hydroxymethyl)oxan-3-yl]oxy-2-(hydroxymethyl)oxane-3,4-diol